ClC1=CC=C(C=C1)C[C@@H](C(C=[N+]=[N-])=O)NC(OC(C)(C)C)=O tert-butyl (S)-(1-(4-chlorophenyl)-4-diazo-3-oxobutan-2-yl)carbamate